triphenyl-1,3,5-benzenetriamine C1(=CC=CC=C1)C1=C(C(=C(C(=C1N)C1=CC=CC=C1)N)C1=CC=CC=C1)N